ClC=1C(=CC2=C([C@@H]([C@](O2)(C2=CC=CC=C2)CN[C@@H]2CC[C@H](CC2)O)OC)C1C1=C(C(=O)N)C=CC(=C1F)OC(F)F)F 2-((2S,3S,4S)-5-chloro-6-fluoro-2-((((trans)-4-hydroxycyclohexyl)amino)methyl)-3-methoxy-2-phenyl-2,3-dihydrobenzofuran-4-yl)-4-(difluoromethoxy)-3-fluorobenzamide